ethyl 2-methyl-4-hydroxy-2-butenoate CC(C(=O)OCC)=CCO